NC=1C(=CC(=C(C(=O)O)C1)Cl)I 5-amino-2-chloro-4-iodo-benzoic acid